Ethyl 4-((8-acetoxy-5,6,7,8-tetrahydroquinolin-3-yl)oxy)butanoate C(C)(=O)OC1CCCC=2C=C(C=NC12)OCCCC(=O)OCC